(2S)-3-{2-[4,6-bis(trifluoromethyl)-1,3,5-triazin-2-yl]-6-chloro-2,3,4,9-tetrahydro-1H-pyrido[3,4-b]indol-1-yl}-2-methylpropanenitrile FC(C1=NC(=NC(=N1)C(F)(F)F)N1C(C=2NC3=CC=C(C=C3C2CC1)Cl)C[C@@H](C#N)C)(F)F